2-(1-(hydroxyimino)-5-methoxy-1,2,3,4-tetrahydronaphthaleN-2-yl)-N-(5-(methylthio)-1,3,4-thiadiazol-2-yl)-2-oxoacetamide ON=C1C(CCC2=C(C=CC=C12)OC)C(C(=O)NC=1SC(=NN1)SC)=O